O[C@@H]1COCC[C@@H]1NC1=CC=CC(=N1)S(=O)(=O)NC1=NC(=C(C=C1)C(F)(F)F)C1=C(C=CC=C1)C 6-{[(3S,4S)-3-hydroxyoxacyclohex-4-yl]amino}-N-[6-(2-methylphenyl)-5-(trifluoromethyl)pyridin-2-yl]pyridine-2-sulfonamide